4-[4-(benzylamino)-6-fluoro-1-(4-fluorophenyl)-2-(2-methoxy-1,1-dimethyl-ethyl) indol-3-yl]Benzyl benzoate C(C1=CC=CC=C1)(=O)OCC1=CC=C(C=C1)C1=C(N(C2=CC(=CC(=C12)NCC1=CC=CC=C1)F)C1=CC=C(C=C1)F)C(COC)(C)C